3-(3-(4-(1-methyl-1H-indol-3-yl)-2,5-dioxo-2,5-dihydro-1H-pyrrol-3-yl)-1H-indol-1-yl)propyl carbamimidothioate methanesulfonate CS(=O)(=O)O.C(N)(=N)SCCCN1C=C(C2=CC=CC=C12)C=1C(NC(C1C1=CN(C2=CC=CC=C12)C)=O)=O